Cl.CC=1N=CSC1C=1C=NC(=NC1)CN (5-(4-methylthiazol-5-yl)pyrimidin-2-yl)methanamine hydrochloride